C1(CC1)C=1C(=C(C(=O)OCC)C(=CN1)F)OC=1C(=NC(=CC1)F)C ethyl 2-cyclopropyl-5-fluoro-3-((6-fluoro-2-methylpyridin-3-yl)oxy)isonicotinate